(R)-3-(4,5-dimethyl-2-vinyl-1H-imidazol-1-yl)-10-methyl-9,10,11,12-tetrahydro-8H-[1,4]diazepino[5',6':4,5]thieno[3,2-f]quinolin-8-one CC=1N=C(N(C1C)C1=NC=2C=CC3=C(C2C=C1)C1=C(S3)C(N[C@@H](CN1)C)=O)C=C